C(C1=CC=CC=C1)N1CCN(CC1)CCCCCOC1=CC=C2C=C(C(OC2=C1)=NO)C(C)=O 7-[5-(4-benzyl-1-piperazinyl)pentoxy]-3-acetylcoumarin oxime